C1(CC1)N1N=CC(=C1)C=1C=CC2=C(N(C(CC(=C2)C=2OC(=CN2)C)=O)CC2=CC(=C(C=C2)C)F)C1 8-(1-Cyclopropyl-1H-pyrazol-4-yl)-1-(3-fluoro-4-methylbenzyl)-4-(5-methyloxazol-2-yl)-1,3-dihydro-2H-benzo[b]azepin-2-one